O[C@H]1[C@@H](O[C@@H]([C@H]1O)CO)N1C(N=C(C=C1)NCC#C)=O 1-((2R,3R,4S,5R)-3,4-dihydroxy-5-(hydroxymethyl)tetrahydrofuran-2-yl)-4-(prop-2-yn-1-ylamino)pyrimidin-2(1H)-one